C(C=C)(=O)N1CCN(CC1)C1=C(C(=NC2=C(N=CC=C12)OC1=C2C=NNC2=CC(=C1Cl)F)OC1=C2CCN(CC2=CC=C1)C)C#N 4-(4-acryloylpiperazin-1-yl)-8-((5-chloro-6-fluoro-1H-indazol-4-yl)oxy)-2-((2-methyl-1,2,3,4-tetrahydroisoquinolin-5-yl)oxy)-1,7-naphthyridine-3-carbonitrile